O[C@H]1[C@H](CCCC1)NC(CN(C)C=1C2=C(N=C(N1)C1=NC=CC(=C1)OC)CCC2)=O N-[(1S,2R)-2-hydroxycyclohexyl]-2-{[2-(4-methoxypyridin-2-yl)-5H,6H,7H-cyclopenta[d]pyrimidin-4-yl](methyl)amino}acetamide